C(C=C)(=O)OCC(CCCCOC(C=C)=O)OCC 2-ethoxy-1,6-hexanediol diacrylate